ClC=1C=C(OC2=CC=C(C=C2)C2=NC3=CC(=C(C=C3C(=N2)N)OC)OCC2CCN(CC2)C)C=CC1F (4-(3-chloro-4-fluorophenoxy)phenyl)-6-methoxy-7-((1-methylpiperidin-4-yl)methoxy)quinazolin-4-amine